ClC1=C(C(NN=C1)=O)C=1C=NN(C1)C1OCCCC1 5-chloro-4-(1-(tetrahydro-2H-pyran-2-yl)-1H-pyrazol-4-yl)pyridazin-3(2H)-one